C[C@@H]1OS(OC1)(=O)=O (S)-4-methyl-1,3,2-dioxathiolane 2,2-dioxide